Racemic-tert-butyl 2-[4-(3-methylindolin-4-yl)-1-piperidyl]acetate C[C@H]1CNC2=CC=CC(=C12)C1CCN(CC1)CC(=O)OC(C)(C)C |r|